ClC=1C(=C(C=CC1)[C@]1(CN(C(C2=CN=C(C(=C12)F)NC1CN(C1)C(=O)[C@H]1[C@H](C1)F)=O)C1=NC=CC=C1)C)F (4R)-4-(3-chloro-2-fluorophenyl)-5-fluoro-6-({1-[(1S,2S)-2-fluorocyclopropane-1-carbonyl]azetidin-3-yl}amino)-4-methyl-2-(pyridin-2-yl)-3,4-dihydro-2,7-naphthyridin-1(2H)-one